N2-(3-(4-((dimethylamino)methyl)-1H-pyrazol-1-yl)-4-methoxyphenyl)-N4,6-dimethylpyrimidine-2,4-diamine CN(C)CC=1C=NN(C1)C=1C=C(C=CC1OC)NC1=NC(=CC(=N1)NC)C